CN1C[C@@H](C[C@H](C1)C)N1N=C2C=C(C=CC2=C1)C1=CC[C@@H](CN1C(=O)OC(C)(C)C)C |&1:3,5| (S)-tert-butyl 6-(2-(rac-(3R,5R)-1,5-dimethylpiperidin-3-yl)-2H-indazol-6-yl)-3-methyl-3,4-dihydropyridine-1(2H)-carboxylate